NC1=CC=C(C=2C(=CNC12)Cl)C#N 7-amino-3-chloro-1H-indole-4-carbonitrile